tert-butyl (3R)-4-[5-amino-6-(4-pyridylamino)-2-pyridinyl]-3-methyl-piperazine-1-carboxylate NC=1C=CC(=NC1NC1=CC=NC=C1)N1[C@@H](CN(CC1)C(=O)OC(C)(C)C)C